Vanadium(III) Chloride [Cl-].[V+3].[Cl-].[Cl-]